N(C1=CC=CC=C1)C=1N=CC2=C(N1)N(C(C(=C2)N2CCN(C1=C(C=CC=C21)C)C(C=C)=O)=O)C2CC(C2)OC 2-anilino-8-(3-methoxycyclobutyl)-6-(5-methyl-4-prop-2-enoyl-2,3-dihydroquinoxalin-1-yl)pyrido[2,3-d]pyrimidin-7-one